C12(CCC(CC1)CC2)NC(=O)C2=C(C=NC(=C2)OC)NC(=O)C2=C(C=CC=1N=C(SC12)N1C2COCC1C2)OC N-(4-(Bicyclo[2.2.2]octan-1-ylcarbamoyl)-6-methoxypyridin-3-yl)-2-(3-oxa-6-azabicyclo[3.1.1]heptan-6-yl)-6-methoxybenzo[d]thiazole-7-carboxamide